4-(Boc-amino)phenylboronic acid C(=O)(OC(C)(C)C)NC1=CC=C(C=C1)B(O)O